BrCCC1=CC=CC=C1 bromoethyl-benzene